Sodium (2S)-2-((S)-2-(((2-(3-chlorophenyl)-2-methylpropoxy)carbonyl)amino)-3,3-dimethylbutanamido)-1-hydroxy-3-((S)-2-oxopyrrolidin-3-yl)propane-1-sulfonate ClC=1C=C(C=CC1)C(COC(=O)N[C@H](C(=O)N[C@H](C(S(=O)(=O)[O-])O)C[C@H]1C(NCC1)=O)C(C)(C)C)(C)C.[Na+]